2,7-bis{4-[(3-dimethylaminobutyl)aminomethyl]phenyl}-4-phenyl-7H-pyrrolo[2,3-d]pyrimidine oxalate C(C(=O)O)(=O)O.CN(C(CCNCC1=CC=C(C=C1)C=1N=C(C2=C(N1)N(C=C2)C2=CC=C(C=C2)CNCCC(C)N(C)C)C2=CC=CC=C2)C)C